NC1=C(C(NC2=C(C=CC=C12)C1=C(C=CC(=C1)OCC=1N=NC=CC1)F)=O)C(=O)NCCC 4-amino-8-[2-fluoro-5-(pyridazin-3-ylmethoxy)phenyl]-2-oxo-N-propyl-1H-quinoline-3-carboxamide